S(SC#N)SC#N sulfenyl thiocyanate